FC(OC=1C=C(C=CC1)C1=CC2=C(C(CO2)NC(O[C@@H]2CN3CCC2CC3)=O)C=C1)(F)F (S)-quinuclidin-3-yl (6-(3-(trifluoromethoxy)phenyl)-2,3-dihydrobenzofuran-3-yl)carbamate